4-(3-(2-bromoacetyl)-5-(4-cyanobut-1-yn-1-yl)-2-methyl-1H-pyrrol-1-yl)benzonitrile BrCC(=O)C1=C(N(C(=C1)C#CCCC#N)C1=CC=C(C#N)C=C1)C